COCCN1N=CC2=CC(=CC=C12)N1C(NC=C1)=O 3-[1-(2-methoxyethyl)indazol-5-yl]-2-oxoimidazole